Ethylthioether C(C)SCC